(pyren-1-yl)quinolinamide C1(=CC=C2C=CC3=CC=CC4=CC=C1C2=C34)C=3C(=NC4=CC=CC=C4C3)C(=O)N